5-(2-Fluoro-2',4'-dimethyl[1,1'-biphenyl]-4-yl)-3,6-dihydro-2H-1,3,4-oxadiazin-2-one FC1=C(C=CC(=C1)C1=NNC(OC1)=O)C1=C(C=C(C=C1)C)C